(R)-3-Acetamido-4-(2,4,5-Trifluorophenyl)butanoic acid C(C)(=O)N[C@@H](CC(=O)O)CC1=C(C=C(C(=C1)F)F)F